OC1=CCC1 4-hydroxy-cyclobut-3-ene